C(#N)C=1C=C(C=CC1F)NC(N(C)[C@H]1C=2C3=C(C(NC2CN(C1)CCO)=O)C=C(C(=C3)F)F)=O (S)-3-(3-cyano-4-fluorophenyl)-1-(8,9-difluoro-3-(2-hydroxyethyl)-6-oxo-1,2,3,4,5,6-hexahydrobenzo[c][1,7]naphthyridin-1-yl)-1-methylurea